C(CS(=O)(=O)OCCC)S(=O)(=O)OCCC dipropyl 1,2-ethanedisulfonate